4,6-dimethyl-7-((4-(4-(trifluoromethyl)piperidin-1-yl)cyclohexa-1,5-dien-1-yl)amino)-2H-benzo[b][1,4]oxazin-3(4H)-one CN1C2=C(OCC1=O)C=C(C(=C2)C)NC2=CCC(C=C2)N2CCC(CC2)C(F)(F)F